14,19-dimethyl-eicosanoic acid CC(CCCCCCCCCCCCC(=O)O)CCCCC(C)C